(2S,4R)-1-(9H-fluoren-9-ylmethoxycarbonyl)-4-methoxy-pyrrolidine-2-carboxylic acid C1=CC=CC=2C3=CC=CC=C3C(C12)COC(=O)N1[C@@H](C[C@H](C1)OC)C(=O)O